tert-Butyl (1R,5S,6s)-6-((4-(5-chloro-7-((2,2,2-trifluoroethyl)amino)-[1,2,4]triazolo[1,5-a]pyrimidin-6-yl)-3,5-difluorophenyl)ethynyl)-3-azabicyclo[3.1.0]hexane-3-carboxylate ClC1=NC=2N(C(=C1C1=C(C=C(C=C1F)C#CC1[C@@H]3CN(C[C@H]13)C(=O)OC(C)(C)C)F)NCC(F)(F)F)N=CN2